FC1=C(C(=CC2=C1N=CS2)F)NC2=C1C(=NC=C2)SC(=C1)[C@@H]1CCN(C12CCOCC2)C (R)-4,6-difluoro-N-(2-(1-methyl-8-oxa-1-azaspiro[4.5]decan-4-yl)thieno[2,3-b]pyridin-4-yl)benzo[d]thiazol-5-amine